methyl 4-amino-3-cyclopropyl-5-fluorobenzoate NC1=C(C=C(C(=O)OC)C=C1F)C1CC1